CC1(C(N(C(N1)=O)CCC[Si](OCC)(OCC)OCC)=O)C 5,5-dimethyl-3-(3'-triethoxysilylpropyl)hydantoin